N[C@](C(=O)OC(C)C)(CC(C)(C)C)C1=CC=C(C=C1)C=1N=NN(N1)C1CC1 isopropyl (R)-2-amino-2-(4-(2-cyclopropyl-2H-tetrazol-5-yl)phenyl)-4,4-dimethylpentanoate